tert-butyl 7-((R)-5-(((S)-tert-butylsulfinyl)(methyl)amino)-6,6-difluorohexyl)-3,4-dihydro-1,8-naphthyridine-1(2H)-carboxylate C(C)(C)(C)[S@](=O)N([C@H](CCCCC1=CC=C2CCCN(C2=N1)C(=O)OC(C)(C)C)C(F)F)C